[N+](=O)([O-])C1=CC=C(C[C@H](N)C(=O)O)C=C1.[F].[Sr] strontium fluorine PARA-NITRO-L-PHENYLALANINE